N-(1-benzylpiperidin-4-yl)propionamide hydrochloride Cl.C(C1=CC=CC=C1)N1CCC(CC1)NC(CC)=O